OC1=C(C2=CC=CC=C2C=C1)S(=O)(=O)[O-] 2-hydroxy-naphthalenesulfonate